FC1=CC=C(C=C1)C1=NN(C=C1C=1C=2N(N=CC1)C=C(N2)CN(C)C)C 1-(8-(3-(4-fluorophenyl)-1-methyl-1H-pyrazol-4-yl)imidazo[1,2-b]pyridazin-2-yl)-N,N-dimethylmethanamine